NC1=C(C(=NN1C1(CC1)C)C1=CC=C(C=C1)CC(=O)NC1=CC(=NO1)C12CC(C1)(C2)C(F)(F)F)C#N 2-[4-[5-Amino-4-cyano-1-(1-methylcyclopropyl)pyrazol-3-yl]phenyl]-N-[3-[3-(trifluoromethyl)bicyclo[1.1.1]pentan-1-yl]-1,2-oxazol-5-yl]acetamide